2-ethoxybisphenol a diacrylate C(C=C)(=O)O.C(C=C)(=O)O.CCOC1=C(O)C=CC(=C1)C(C)(C)C1=CC=C(C=C1)O